FC(C1CN(CC12CNC2)C(=O)OCC2=CC=CC=C2)F benzyl 8-(difluoromethyl)-2,6-diazaspiro[3.4]octane-6-carboxylate